C(C)(=O)O[C@H]1[C@@H](O[C@@H]([C@H]([C@@H]1OC(C)=O)OC(C)=O)C(=O)OC)OC1=C(C=C(C=C1)C(CNC(=O)OC(C)(C)C)OC(=O)OC1=CC=C(C=C1)[N+](=O)[O-])[N+](=O)[O-] (2S,3R,4S,5S,6S)-2-(4-(2-((tert-butoxycarbonyl)amino)-1-(((4-nitrophenoxy)carbonyl)oxy)ethyl)-2-nitrophenoxy)-6-(methoxycarbonyl)tetrahydro-2H-pyran-3,4,5-triyl triacetate